tert-Butyl (3-cyano-7-fluoro-4-(5-fluoro-3-(3-hydroxy-4-(isopropyl(methyl)amino)-3-methylpyrrolidin-1-yl)-7,9-dihydrofuro[3,4-f]quinazolin-6-yl)thieno[3,2-c]pyridin-2-yl)carbamate C(#N)C1=C(SC2=C1C(=NC=C2F)C=2C1=C(C=3C=NC(=NC3C2F)N2CC(C(C2)N(C)C(C)C)(C)O)COC1)NC(OC(C)(C)C)=O